N1N(NN=C1)CC1=CC=C(C=C1)C(C(=O)OC)C1CC(CC1)=O rac-Methyl 2-(4-((1H-tetrazol-2-yl)methyl)phenyl)-2-(3-oxocyclopentyl)acetate